FC1=CC2=C(N(C(=N2)\C=C\C2=CC=CC=C2)CC2=CC=CC=C2)C=C1F (E)-5,6-difluoro-1-benzyl-2-styryl-1H-benzimidazole